N-(5-((5-(7-methyl-9-oxa-3,7-diazabicyclo[3.3.1]nonan-3-yl)pyridin-2-yl)ethynyl)-8-(methylamino)-2,7-naphthyridin-3-yl)cyclopropanecarboxamide CN1CC2CN(CC(C1)O2)C=2C=CC(=NC2)C#CC2=C1C=C(N=CC1=C(N=C2)NC)NC(=O)C2CC2